4-[(1R)-1-(7-chloro-1,6-naphthyridin-2-yl)-1-hydroxyethyl]Piperidine-1-carboxylic acid tert-butyl ester C(C)(C)(C)OC(=O)N1CCC(CC1)[C@@](C)(O)C1=NC2=CC(=NC=C2C=C1)Cl